3-(2-(4-benzhydryl-piperazin-1-yl)ethyl)-5-methyl-5-phenylimidazolidine-2,4-dione C(C1=CC=CC=C1)(C1=CC=CC=C1)N1CCN(CC1)CCN1C(NC(C1=O)(C1=CC=CC=C1)C)=O